2-fluoro-5-((4-oxo-3,4-dihydro-phthalazin-1-yl)methyl)benzoic acid FC1=C(C(=O)O)C=C(C=C1)CC1=NNC(C2=CC=CC=C12)=O